(S*)-12-(5-(6-amino-2-fluoropyridin-3-yl)-1H-imidazol-2-yl)-7-chloro-8-fluoro-13,14-dihydro-2H-spiro[benzo[5,6]azocino[4,3-g]indolizine-3,1'-cyclobutane]-1,10(4H,12H)-dione NC1=CC=C(C(=N1)F)C1=CN=C(N1)C1CN2C(CC3(CCC3)[C@H]2C2=C1C=1C(=C(C=NC2)Cl)C(=CC(C1)=O)F)=O |o1:22|